1-benzyl-N-(4-hydroxybenzyl)-7-isobutyl-4-oxooctahydro-6H-3,6-methanopyrrolo[3,2-c]pyridine-6-carboxamide C(C1=CC=CC=C1)N1CC2C3C(NC(C(C31)CC(C)C)(C2)C(=O)NCC2=CC=C(C=C2)O)=O